BrC1=C(C=C2C(=NC(=NC2=C1F)Cl)N1CCOCCC1)Cl 4-(7-bromo-2,6-dichloro-8-fluoroquinazolin-4-yl)-1,4-oxazepan